4-((1-(4-(2-(2-Aminopyridin-3-yl)-5-(1-(difluoromethyl)-1H-1,2,4-triazol-3-yl)-3H-imidazo[4,5-b]pyridin-3-yl)benzyl)piperidin-4-yl)amino)pyrimidine-2-carbonitrile NC1=NC=CC=C1C1=NC=2C(=NC(=CC2)C2=NN(C=N2)C(F)F)N1C1=CC=C(CN2CCC(CC2)NC2=NC(=NC=C2)C#N)C=C1